N[C@@H](CC(=O)O)C(=O)N(CC(=O)O)C=1CC=CCC1 L-aspartyl-L-2,5-dihydrophenyl-glycine